COC1=CC(=CC2=C1C(C(O2)C2=CC=CC=C2)=O)OC 4,6-dimethoxy-2-phenylbenzofuran-3(2H)-one